3,5-diethyl-1-[2-[2-(2-methoxyethoxy)ethoxy]ethyl]pyrazol-4-amine C(C)C1=NN(C(=C1N)CC)CCOCCOCCOC